C1(CCCCC1)OC1=CC(=NC=C1)C1=NSC(=N1)NC1=NC=C(C=C1)OC 3-(4-(cyclohexyloxy)pyridin-2-yl)-N-(5-methoxypyridin-2-yl)-1,2,4-thiadiazol-5-amine